CC1=C2C=C(NC2=CC=C1CN1CCC(CC1)NC=1C2=C(N=CN1)SC(=C2)CC(F)(F)F)C#N 4-methyl-5-((4-((6-(2,2,2-trifluoroethyl)thieno[2,3-d]pyrimidin-4-yl)amino)piperidin-1-yl)methyl)-1H-indole-2-carbonitrile